5'-nitro-[2,2'-bipyridine]-4-carbonitrile [N+](=O)([O-])C=1C=CC(=NC1)C1=NC=CC(=C1)C#N